COC(C(Cl)=NNC1=C(C=C(C=C1C)Br)C)=O 2-{2-(4-bromo-2,6-dimethylphenyl)hydrazono}-2-chloroacetic acid methyl ester